2-(6-ethoxy-4-(3-((4-methyl-4H-1,2,4-triazol-3-yl)methyl)oxetan-3-yl)pyridin-2-yl)-6-(((1-methylcyclobutyl)amino)methyl)-4-(trifluoromethyl)isoindolin-1-one C(C)OC1=CC(=CC(=N1)N1C(C2=CC(=CC(=C2C1)C(F)(F)F)CNC1(CCC1)C)=O)C1(COC1)CC1=NN=CN1C